(R)-2-(1,3-dimethyl-1H-indazol-5-yl)-N-(1-(1-(2,2,2-trifluoroethyl)-1H-pyrazolo[3,4-c]pyridin-5-yl)ethyl)acetamide CN1N=C(C2=CC(=CC=C12)CC(=O)N[C@H](C)C=1C=C2C(=CN1)N(N=C2)CC(F)(F)F)C